C(C1=CC=CC=C1)(=S)OC1OCCC1 (tetrahydrofuran-2-yl) thiobenzoate